N1=C(C=CC=C1)C(=O)O.C1(CC1)S(=O)(=O)N (cyclopropanesulfonamide) picolinate